R-1-isopropylamino-3-(4-methyl-1-naphthoxy)-2-propanol C(C)(C)NC[C@H](COC1=CC=C(C2=CC=CC=C12)C)O